(4-Chloroisochroman-1-yl)methyl-(methyl)carbamic acid tert-butyl ester C(C)(C)(C)OC(N(C)CC1OCC(C2=CC=CC=C12)Cl)=O